2-[[(3S)-4-[2-(2-ethoxyethyl)benzoyl]morpholin-3-yl]methoxy]-6-hydroxybenzaldehyde C(C)OCCC1=C(C(=O)N2[C@@H](COCC2)COC2=C(C=O)C(=CC=C2)O)C=CC=C1